Bismuth sodium bismuth [Bi].[Na].[Bi]